ClC1=C(C=CC(=C1)C(F)(F)F)C=1OC2=C(C(=CC(=C2C(C1)=O)O)O)[C@@H]1[C@H](N(CC1)C)CO 2-[2-chloro-4-(trifluoromethyl)phenyl]-5,7-dihydroxy-8-[(2S,3R)-2-(hydroxymethyl)-1-methylpyrrolidin-3-yl]chromen-4-one